C1(=CC=C(C=C1)P(=NC1=CC=C(C=C1)N=P(C1=CC=C(C=C1)C)(C1=CC=C(C=C1)C)C1=CC=C(C=C1)C)(C1=CC=C(C=C1)C)C1=CC=C(C=C1)C)C N1,N4-bis(tri-p-tolylphosphoranylidene)-benzene-1,4-diamine